4-(4-bromophenyl)-2-(((E)-(1,9-dimethyl-beta-carbolin-3-yl)methylene)hydrazino)-2,3-dihydrothiazole BrC1=CC=C(C=C1)C=1NC(SC1)N/N=C/C=1N=C(C=2N(C3=CC=CC=C3C2C1)C)C